COC(C1=C(C=C(C(=C1)OC)Br)Cl)=O 4-Bromo-2-chloro-5-methoxybenzoic acid methyl ester